(S)-N-(6-cyano-8-(isopropylamino)pyrido[3,4-d]pyrimidin-2-yl)piperidine-3-carboxamide hydrochloride Cl.C(#N)C1=CC2=C(N=C(N=C2)NC(=O)[C@@H]2CNCCC2)C(=N1)NC(C)C